(3R)-4-[2-(2-fluorophenyl)sulfonyl-2-azaspiro[3.3]heptan-6-yl]-3-methyl-7-(trifluoromethyl)-2,3-dihydropyrido[3,2-f][1,4]oxazepin-5-one FC1=C(C=CC=C1)S(=O)(=O)N1CC2(C1)CC(C2)N2[C@@H](COC1=C(C2=O)C=C(C=N1)C(F)(F)F)C